5-chloro-4-(trifluoromethyl)-2-((s)-(2-(trimethylsilyl)ethoxy)methyl)pyridazin ClC=1C(=CN(NC1)COCC[Si](C)(C)C)C(F)(F)F